5-methyl-2-(2-methyl-7-{[(3R)-1-methylpiperidin-3-yl]amino}pyrazolo[1,5-d][1,2,4]triazin-4-yl)phenol CC=1C=CC(=C(C1)O)C=1C=2N(C(=NN1)N[C@H]1CN(CCC1)C)N=C(C2)C